C(C)(C)(C)OC(CSCC1=C(C=CC=C1)I)=O 2-[(2-iodobenzyl)thio]acetic acid tert-butyl ester